6-chloro-N-[5-chloro-1-(1,1,1-trifluoropropan-2-yl)-1H-pyrazol-4-yl]-7-[1-(oxetan-3-yl)piperidin-4-yl]quinazolin-2-amine ClC=1C=C2C=NC(=NC2=CC1C1CCN(CC1)C1COC1)NC=1C=NN(C1Cl)C(C(F)(F)F)C